C1=CC=C(C2=CC=CC=C12)N.[Na] sodium 4-naphthylamine